FC1=CC=C(C=C1)C#CC=1N(C2=CC=CC=C2C1)C 2-((4-fluorophenyl)ethynyl)-1-methyl-1H-indole